CC(C(=O)N1CCN(CC1)C(=O)OC(C)(C)C)(C)OC1=CC(=CC=C1)N1C[C@@H](CCC1)C(N(CC1=CC=C(C=C1)C=1C=NN(C1)C(C1=CC=CC=C1)(C1=CC=CC=C1)C1=CC=CC=C1)CCOCCOCCOCCOCC1=CC=CC=C1)=O tert-butyl (R)-4-(2-methyl-2-(3-(3-((1-phenyl-2,5,8,11-tetraoxatridecan-13-yl)(4-(1-trityl-1H-pyrazol-4-yl)benzyl)carbamoyl)piperidin-1-yl)phenoxy)propanoyl)piperazine-1-carboxylate